6-(tert-butyl)-N-(2-fluorophenyl)dibenzo[b,d]furan-4-amine C(C)(C)(C)C1=CC=CC=2C3=C(OC21)C(=CC=C3)NC3=C(C=CC=C3)F